1-(tert-butyl) 3-methyl (2R,3S)-2-methylpyrrolidine-1,3-dicarboxylate C[C@H]1N(CC[C@@H]1C(=O)OC)C(=O)OC(C)(C)C